3-(1-(2',5'-dimethoxy-[1,1-biphenyl]-4-yl)-1H-1,2,3-triazol-4-yl)benzoic acid COC1=C(C=C(C=C1)OC)C1=CC=C(C=C1)N1N=NC(=C1)C=1C=C(C(=O)O)C=CC1